COC1=NC(=CC(=C1C(=O)NCC1=CC=C(C=C1)C(F)(F)F)C)N1CCOCC1 2-Methoxy-4-methyl-6-morpholin-4-yl-N-[[4-(trifluoromethyl)-phenyl]-methyl]-pyridine-3-carboxylic acid amide